C1(CC1)C1=NC=NC(=C1C1=NC=2N(CCN(C2C=N1)CC(F)(F)F)CC1=CC=C(C=C1)C=1N(C=C(N1)C(F)(F)F)C)OC 2-(4-cyclopropyl-6-methoxypyrimidin-5-yl)-8-(4-(1-methyl-4-(trifluoromethyl)-1H-imidazol-2-yl)benzyl)-5-(2,2,2-trifluoroethyl)-5,6,7,8-tetrahydropteridine